(E)-N-(4-(1-(4-(1-(2-(2-((2-(2,6-dioxopiperidin-3-yl)-1,3-dioxoisoindolin-4-yl)thio)ethoxy)acetyl)piperidin-4-yl)benzoyl)piperidin-4-yl)butyl)-3-(pyridin-3-yl)acrylamide O=C1NC(CCC1N1C(C2=CC=CC(=C2C1=O)SCCOCC(=O)N1CCC(CC1)C1=CC=C(C(=O)N2CCC(CC2)CCCCNC(\C=C\C=2C=NC=CC2)=O)C=C1)=O)=O